N(=N[P])[P] azo-phosphorus